2-[2-chloro-5-(1,3-oxazol-5-yl)pyrimidin-4-yl]-5,6-dihydro-4H-1,3-benzothiazol-7-one ClC1=NC=C(C(=N1)C=1SC2=C(N1)CCCC2=O)C2=CN=CO2